ClC=1C=C(C=C(C1)OC1=CC=C(C=C1)Cl)NC(=O)C1=CC2=C(S1)C=C(C=C2)C(C)(C)S(=O)(=O)C N-(3-Chloro-5-(4-chlorophenoxy)phenyl)-6-(2-(methylsulfonyl)propan-2-yl)benzo[b]thiophen-2-carboxamid